(2S)-2-[[(2S,5R)-2-[(tert-butoxycarbonylamino)methyl]-3-methyl-7-oxo-1,6-diazabicyclo[3.2.1]oct-3-en-6-yl]oxy]-2-fluoro-acetic acid lithium salt [Li+].C(C)(C)(C)OC(=O)NC[C@H]1N2C(N([C@H](C=C1C)C2)O[C@H](C(=O)[O-])F)=O